COCC1=NN(C2=CC(=CC=C12)OC1=CC(=NC=C1)N)C1=CC=CC=C1 4-((3-(methoxymethyl)-1-phenyl-1H-indazol-6-yl)oxy)pyridin-2-amine